C(C)(C)(C)OC(=O)N1C(CNCC1)C=1C=NN2C1C=CC(=C2)C2COCC2 (6-(tetrahydrofuran-3-yl)pyrazolo[1,5-a]pyridin-3-yl)piperazine-1-carboxylic acid tert-butyl ester